OC1=C(C=CC(=C1C)OCCCCCC)C1=NC(=NC(=N1)C1=C(C(=C(C=C1)OCCCCCC)C)O)C1=C(C=C(C=C1)C)C 2,4-bis(2-hydroxy-3-methyl-4-hexyloxyphenyl)-6-(2,4-dimethylphenyl)-1,3,5-triazine